(12-bromododecyl)-triphenylphosphonium bromide [Br-].BrCCCCCCCCCCCC[P+](C1=CC=CC=C1)(C1=CC=CC=C1)C1=CC=CC=C1